3-methoxy-2-(methoxycarbonyl)pyrazine 1-oxide COC=1C(=[N+](C=CN1)[O-])C(=O)OC